((2-methoxy-5-methylpyridin-3-yl)sulfonyl)-N-(2-methoxyethyl)-N-(methyl-d3)-1-oxa-8-azaspiro[4.5]decan-3-amine COC1=NC=C(C=C1S(=O)(=O)C1OC2(CC1N(C([2H])([2H])[2H])CCOC)CCNCC2)C